Cuprous telluride [Cu-]=[Te]